C(CCC)(=O)OC1=C(C=CC(=C1)\C=C\C(CC(\C=C\C1=CC(=C(C=C1)OC)O)=O)=O)OC 5-((1E,6E)-7-(3-hydroxy-4-methoxyphenyl)-3,5-dioxohepta-1,6-dien-1-yl)-2-methoxyphenyl butyrate